1-((1r,4r)-4-(cyanomethyl)cyclohexyl)-N-methyl-1,6-dihydroimidazo[4,5-d]pyrrolo[2,3-b]pyridine-2-carboxamide C(#N)CC1CCC(CC1)N1C(=NC=2C1=C1C(=NC2)NC=C1)C(=O)NC